1-Ethyl-2,2,3,4,4-Penta-methyl-phosphetan-1-oxid C(C)P1(C(C(C1(C)C)C)(C)C)=O